ClC1=C(C=CC(=C1NC=1C(=C2C(N(C=NC2=CC1)C)=O)C)F)N(S(=O)(=O)N1C[C@@H](CC1)F)COCC[Si](C)(C)C (R)-N-(2-chloro-3-((3,5-dimethyl-4-oxo-3,4-dihydroquinazolin-6-yl)amino)-4-fluorophenyl)-3-fluoro-N-((2-(trimethylsilyl)-ethoxy)methyl)pyrrolidine-1-sulfonamide